8-cyclopentyl-6-(2-methoxyphenyl)-2-(4-(phenethylamino)piperidin-1-yl)pyrido[2,3-d]pyrimidin-7-one C1(CCCC1)N1C(C(=CC2=C1N=C(N=C2)N2CCC(CC2)NCCC2=CC=CC=C2)C2=C(C=CC=C2)OC)=O